COC=1C(=NC(=CC1OCC1=CC=C(C=C1)C1=C(C=CC=C1)C1=NN=NN1)C)C 3-methoxy-2,6-dimethyl-4-[[2'-(1H-tetrazol-5-yl)-1,1'-biphenyl-4-yl]methoxy]pyridine